tert-butyl 4-[[6-[3-fluoro-4-(3,3,3-trifluoropropylsulfonylamino)phenyl]-8-isopropyl-7-oxo-pyrido[2,3-d]pyrimidin-2-yl]amino]piperidine-1-carboxylate FC=1C=C(C=CC1NS(=O)(=O)CCC(F)(F)F)C1=CC2=C(N=C(N=C2)NC2CCN(CC2)C(=O)OC(C)(C)C)N(C1=O)C(C)C